(S)-N-(7-phenethyl-7-azaspiro[3.5]non-1-yl)benzamide C(CC1=CC=CC=C1)N1CCC2(CC[C@@H]2NC(C2=CC=CC=C2)=O)CC1